ClC=1C=C(O[C@H](C(=O)O)C)C=C(C1CC1=CC(=C(C=C1)O)C1=CC(=C(C=C1)F)Cl)Cl (2S)-2-[3,5-dichloro-4-[[3-(3-chloro-4-fluorophenyl)-4-hydroxy-phenyl]methyl]phenoxy]propanoic acid